C1(CCCC1)N1C(C(N(C=2C=NC(=NC12)NC1=C(C=C(C(=O)NCCOCCOCCOCCOCCOCCOCCO)C=C1)OC)C)=O)CC 4-[(8-cyclopentyl-7-ethyl-5-methyl-6-oxo-7H-pteridin-2-yl)amino]-N-[2-[2-[2-[2-[2-[2-(2-hydroxyethoxy)ethoxy]ethoxy]ethoxy]ethoxy]ethoxy]ethyl]-3-methoxy-benzamide